Cl.Cl.ClC=1C(=NC2=CC=C(C=C2C1)C1=NN=C(O1)CCN)N1CCNCC1 2-[5-(3-chloro-2-piperazin-1-yl-6-quinolinyl)-1,3,4-oxadiazol-2-yl]ethanamine dihydrochloride